C1CCC2=C(C=CC=C12)C1CCC=2C(=NC=NC2C1)N1CCN(CC1)C(C=C)=O 1-(4-(7-(2,3-dihydro-1H-inden-4-yl)-5,6,7,8-tetrahydroquinazolin-4-yl)piperazin-1-yl)prop-2-en-1-one